diethyl (2,5-dihydroxyterephthalate) OC1=C(C(=O)OCC)C=C(C(=C1)C(=O)OCC)O